O=C1NCC=CCCCCCN2CC3(COC4=CC=C(C(C1)C(=O)O)C=C24)CCCC2=CC=CC=C23 11'-OXO-3,4-DIHYDRO-2H-SPIRO[NAPHTHALENE-1,20'-[18]OXA[1,10]DIAZATRICYCLO[12.7.2.017,22]TRICOSA[7,14,16,22]TETRAENE]-13'-CARBOXYLIC ACID